2,2'-[{(methyl-1H-benzotriazol-1-yl)methyl}imino]bisethanol CC1=CC=CC=2N(N=NC21)CN(CCO)CCO